(2R,4R)-N-(4-methyl-3-pyridazin-3-ylphenyl)-1-pyrimidin-2-yl-4-(trifluoromethyl)pyrrolidine-2-carboxamide CC1=C(C=C(C=C1)NC(=O)[C@@H]1N(C[C@@H](C1)C(F)(F)F)C1=NC=CC=N1)C=1N=NC=CC1